(S)-tert-butyl (4-(2-(4-(4-chlorophenyl)-2,3,9-trimethyl-6H-thieno[3,2-f][1,2,4]triazolo[4,3-a][1,4]diazepin-6-yl)acetamido)butyl)carbamate ClC1=CC=C(C=C1)C1=N[C@H](C=2N(C3=C1C(=C(S3)C)C)C(=NN2)C)CC(=O)NCCCCNC(OC(C)(C)C)=O